3-hydroxy-4-((3'-methoxy-5-(1H-tetrazol-5-yl)-[1,1'-biphenyl]-3-yl)amino)cyclobut-3-ene-1,2-dione OC=1C(C(C1NC=1C=C(C=C(C1)C1=NN=NN1)C1=CC(=CC=C1)OC)=O)=O